C(C)(C)(C)OC(N[C@@H]1CNC[C@@H](C1(C)O)C)=O tert-Butyl-[(3R,5S)-4-hydroxy-4,5-dimethylpiperidin-3-yl]carbamate